Cl.C1(=CC=CC=C1)C(N1CC(C1)O)C1=CC=CC=C1 1-(diphenylmethyl)azetidin-3-ol hydrochloride